C(=C)OCCCCOC(CCC(=O)OCCCCOC=C)=O bis[4-(vinyloxy)butyl]succinate